3-(benzyloxy)-6-(4-(toluenesulfonyloxy)but-1-yn-1-yl)picolinic acid methyl ester COC(C1=NC(=CC=C1OCC1=CC=CC=C1)C#CCCOS(=O)(=O)CC1=CC=CC=C1)=O